N1=CC=C(C=C1)NC(=O)NC1=C(C=C(C=C1Cl)Cl)Cl 1-pyridin-4-yl-3-(2,4,6-trichlorophenyl)urea